(1H-tetrazol-1-yl)propan N1(N=NN=C1)CCC